(3S,4S)-4-methylpyrrolidin C[C@H]1CCNC1